C1(=C(C=CC=C1)NC1=CC=CC=2N(C3=CC=CC=C3C12)C=1C2=CC=CC=C2C=2C=CC=CC2C1)C1=CC=C(C=C1)C1=CC=CC=C1 N-([1,1':4',1''-terphenyl]-2-yl)-9-(phenanthren-9-yl)-9H-carbazol-4-amine